methyl (chlorosulfonyl)carbamate ClS(=O)(=O)NC(OC)=O